C(N)(=O)C1=CC=C(S1)C1N(CC(CC1)C)C(C(=O)NC=1C=NC(=C(C(=O)N)C1)OC)=O 5-(2-(2-(5-carbamoylthiophen-2-yl)-5-methylpiperidin-1-yl)-2-oxoacetamido)-2-methoxynicotinamide